FC1=C(C=C(C=C1)COC1=C(C=CC=C1)CN1C(=NC2=C1C=CC=C2)C2=CC=C(C=C2)OC(F)(F)F)CC(=O)OCC Ethyl 2-(2-fluoro-5-((2-((2-(4-(trifluoromethoxy)phenyl)-1H-benzo[d]imidazol-1-yl)methyl)phenoxy)methyl)phenyl)acetate